FC1=CC(=C(C=C1C=1CCN(CC1)C1=NC=C(C=N1)F)NC(=O)C1=CNC(C=C1C(F)(F)F)=O)N1C[C@H](N([C@H](C1)C)C)C N-[4-fluoro-5-[1-(5-fluoropyrimidin-2-yl)-3,6-dihydro-2H-pyridin-4-yl]-2-[(3R,5S)-3,4,5-trimethylpiperazin-1-yl]phenyl]-6-oxo-4-(trifluoromethyl)-1H-pyridine-3-carboxamide